CC=1N=C2N(C=C(C=C2N2C(NCC2)=O)C(=O)O)C1 2-methyl-8-(2-oxoimidazolidin-1-yl)imidazo[1,2-a]pyridine-6-carboxylic acid